C(C)(C)(C)OC(=O)N1C=C(C2=CC=CC=C12)CN1N=CC2=C(C1=O)N(C1=C2CCN(C1)S(=O)(=O)C)C 3-((5-methyl-7-(methylsulfonyl)-4-oxo-4,5,6,7,8,9-hexahydro-3H-pyrido[4',3':4,5]pyrrolo[2,3-d]pyridazin-3-yl)methyl)-1H-indole-1-carboxylic acid tert-butyl ester